BrC1=C(C(=CC(=C1)Cl)CC(=C)C)O 2-bromo-4-chloro-6-(2-methylpropan-2-enyl)phenol